OC=1C(=C(C=C(C1)OC)[O-])C(\C=C\C1=CC=C(C=C1)OC)=O 3-Hydroxy-5-methoxy-2-[(E)-3-(4-methoxyphenyl)prop-2-enoyl]phenolate